Zinc L-lactate Dihydrate O.O.C([C@@H](O)C)(=O)[O-].[Zn+2].C([C@@H](O)C)(=O)[O-]